propane-sulfonyl chloride C(CC)S(=O)(=O)Cl